(E)-4-(3-bromo-4-fluorophenyl)-4-oxobut-2-enoic Acid BrC=1C=C(C=CC1F)C(/C=C/C(=O)O)=O